bis(1,1-di-methylethyl)phosphine CC(C)(C)PC(C)(C)C